OC(CC)(C)C1=NC(=NC=C1)C#N 4-(1-hydroxy-1-methyl-propyl)pyrimidine-2-carbonitrile